[Si](C)(C)(C(C)(C)C)N1[C@@H]([C@H](C1=O)CCCC=O)C(=O)OCC1=CC=CC=C1 benzyl (2S,3R)-1-[tert-butyl(dimethyl)silyl]-4-oxo-3-(4-oxobutyl)azetidine-2-carboxylate